3-fluoro-2,4-pyridinediamine FC=1C(=NC=CC1N)N